FC(C)(F)C1=NC=CC(=N1)NC1=CC(=NC=C1C1=NN2C(CN(CC2)C)=C1)NC(=O)NC 1-(4-((2-(1,1-difluoroethyl)pyrimidin-4-yl)amino)-5-(5-methyl-4,5,6,7-tetrahydropyrazolo[1,5-a]pyrazin-2-yl)pyridin-2-yl)-3-methylurea